(Bis(4-methoxyphenyl)(phenyl)methoxy)-8-benzyl-3-isobutyryloxy-8-azabicyclo[3.2.1]octan-6-ol COC1=CC=C(C=C1)C(OC12CC(CC(C(C1)O)N2CC2=CC=CC=C2)OC(C(C)C)=O)(C2=CC=CC=C2)C2=CC=C(C=C2)OC